CC=CCC(C(C)C(=O)O)C(=O)O hept-2-ene-5,6-dicarboxylic acid